OCCO[C@@H]1CC[C@H](CC1)N1C(N(C(C1(C)C)=O)C=1C=C(C(=NC1)C#N)C(F)(F)F)=S 5-(3-(trans-4-(2-hydroxyethoxy)cyclohexyl)-4,4-dimethyl-5-oxo-2-thioxoimidazolidin-1-yl)-3-(trifluoromethyl)pyridinecarbonitrile